2-((2,4-dimethyl-6-(trifluoromethyl)pyridin-3-yl)sulfonyl)-6-(2-oxaspiro[3.3]heptan-6-yl)-2,6-diazaspiro[3.3]heptane CC1=NC(=CC(=C1S(=O)(=O)N1CC2(C1)CN(C2)C2CC1(COC1)C2)C)C(F)(F)F